1-(hydroxymethyl)-2-methylpropane-1,3-diol OCC(C(CO)C)O